OS(=O)(=O)C(F)(F)F.FC1=CC=CC2=C1SC1=C2C=CC(=C1F)CCC 4,6-difluoro-7-propyl-dibenzothiophene triflate